CO[C@H](C)C1=C(C=NC2=CC=C(N=C12)C)NC(=O)NC=1C(=NC(=C(C1)C(F)(F)F)N1N=CC=N1)C (R)-N-(4-(1-methoxyethyl)-6-methyl-1,5-naphthyridin-3-yl)-N'-(2-methyl-6-(2H-1,2,3-triazol-2-yl)-5-(trifluoromethyl)pyridin-3-yl)urea